CC1(CNC(C2=CC=C(C=C12)C1=CNC=2N=C(N=CC21)NC2=CC(=CC=C2)N2CCN(CC2)C)=O)C 4,4-dimethyl-6-(2-((3-(4-methylpiperazin-1-yl)phenyl)amino)-7H-pyrrolo[2,3-d]pyrimidin-5-yl)-3,4-dihydroisoquinolin-1(2H)-one